((7-chloro-2-methyl-1,2,3,4-tetrahydroisoquinolin-6-yl)amino)-5-((2-(cyanomethyl)phenyl)amino)-1,2,4-triazine-6-carboxamide ClC1=C(C=C2CCN(CC2=C1)C)NC=1N=NC(=C(N1)NC1=C(C=CC=C1)CC#N)C(=O)N